tert-Butyl (3-(5-carbamoyl-2-(1-ethyl-3-methyl-1H-pyrazole-5-carboxamido)-1H-benzo[d]imidazole-1-yl)propyl)carbamate C(N)(=O)C1=CC2=C(N(C(=N2)NC(=O)C2=CC(=NN2CC)C)CCCNC(OC(C)(C)C)=O)C=C1